C(=C)C1=CC=C(C=C1)C1C(=C(C=CC1=C)[IH+])C(=O)O (4-vinyl-phenyl-4'-methylenecarboxyl-phenyl)iodonium